O1CC(CC1)C=1C=CC=C(C(=O)O)C1 5-(tetrahydrofuran-3-yl)benzoic acid